[Si](C)(C)(C(C)(C)C)OCCCN1CCC2(CN(C2)C(=O)OC(C)(C)C)C1 tert-butyl 7-[3-[tert-butyl(dimethyl)silyl]-oxypropyl]-2,7-diazaspiro[3.4]octane-2-carboxylate